N-[2-[2-(2-Aminoethoxy)ethoxy]ethyl]-4-[3-(trifluoromethylethyl)-3H-diazirin-3-yl]benzamide NCCOCCOCCNC(C1=CC=C(C=C1)C1(N=N1)C(C)C(F)(F)F)=O